C(C1=CC=CC=C1)NC(=O)N[C@@H]1C[C@H](C=2C1=CC(=C1C=C(N=CC21)C2CC2)S(NCC(C)C)(=O)=O)NC2=NC1=C(N2)C=CC=C1 |r| 1-benzyl-3-[trans-(7RS,9RS)-9-(1H-benzoimidazol-2-ylamino)-3-cyclopropyl-5-(2-methylpropylsulfamoyl)-8,9-dihydro-7H-cyclopenta[H]isoquinolin-7-yl]urea